6-chloro-4-methyl-2-(4-(morpholinomethyl)phenyl)pyridin-3-amine ClC1=CC(=C(C(=N1)C1=CC=C(C=C1)CN1CCOCC1)N)C